C1=C(C=CC2=CC(=CC=C12)C(=O)O)C(=O)O Naphthalen-2,6-dicarboxylic acid